titanium (IV) dihydroxide diethoxide [O-]CC.[O-]CC.[OH-].[OH-].[Ti+4]